[3-amino-6-(3,4,5-trimethoxyphenyl)pyrazin-2-yl]-2,3-dimethylpiperidine-4-carboxylic acid NC=1C(=NC(=CN1)C1=CC(=C(C(=C1)OC)OC)OC)N1C(C(C(CC1)C(=O)O)C)C